FC(C1=C(C(=C(C=C1)[C@H]1[C@H](O[C@]([C@@H]1C)(C(F)(F)F)C)C(=O)NC1=CC(=NC=C1)C(=O)N)OC)F)F (2S,3S,4R,5R)-4-[[3-[4-(difluoromethyl)-3-fluoro-2-methoxy-phenyl]-4,5-dimethyl-5-(trifluoromethyl)tetrahydrofuran-2-carbonyl]amino]pyridine-2-carboxamide